CN(CCSC1=CC(=C(C=C1)NC1=NC=NC(=C1)N1OCC[C@@H]1C1=CC=CC=C1)OC)C (R)-N-(4-((2-(dimethylamino)ethyl)thio)-2-methoxyphenyl)-6-(3-phenylisoxazolidin-2-yl)pyrimidine-4-amine